ClC1=C2CC[C@](C2=CC=C1)(CCCC=C)CC(=O)[O-].C1(=CC=CC=C1)[C@@H](C)[NH3+] (R)-1-phenylethan-1-aminium (R)-2-(4-chloro-1-(pent-4-en-1-yl)-2,3-dihydro-1H-inden-1-yl)acetate